1-ethyl-1H-tetrazole-5-thiol C(C)N1N=NN=C1S